2-Ethoxycarbonyl-cyclopentanone C(C)OC(=O)C1C(CCC1)=O